lactose OC1[C@H](O)[C@@H](O)[C@H](O[C@H]2[C@H](O)[C@@H](O)[C@@H](O)[C@H](O2)CO)[C@H](O1)CO